1-[4-(Cyclopentylamino)-5,6,7,8-tetrahydropyrido[3,2-d]pyrimidin-2-yl]-2,2-dimethylpropane-1-one C1(CCCC1)NC=1C2=C(N=C(N1)C(C(C)(C)C)=O)CCCN2